4-(4-((3-methoxybenzyl)(4-(4-methylpiperazin-1-yl)benzyl)amino)benzyl)piperazin-2-one COC=1C=C(CN(C2=CC=C(CN3CC(NCC3)=O)C=C2)CC2=CC=C(C=C2)N2CCN(CC2)C)C=CC1